CN1C2(CC2)CN(CC1)C1=CC=C(C=C1)[N+](=O)[O-] 4-methyl-7-(4-nitrophenyl)-4,7-diazaspiro[2.5]octane